FC(C1=NN(C(=C1)C(=O)NC1CCC(CC1)NC1=CC=CC=2N1C=C(N2)C(F)(F)F)C)F 3-(difluoromethyl)-1-methyl-N-[(1s,4s)-4-{[2-(trifluoromethyl)imidazo[1,2-a]pyridin-5-yl]amino}cyclohexyl]-1H-pyrazole-5-carboxamide